5-({5-[(1s,3r)-3-hydroxycyclopentyl]-2-(2-methylpropan-2-yl)pyrazol-3-yl}amino)-3-methoxy-2,3-dihydro-1λ6-benzothiophene-1,1-dione O[C@H]1C[C@H](CC1)C=1C=C(N(N1)C(C)(C)C)NC=1C=CC2=C(C(CS2(=O)=O)OC)C1